COC1=NC=C(C2=CC=CC=C12)C(C)=NO 1-(1-methoxyisoquinolin-4-yl)ethan-1-one oxime